N-(4-fluoro-5-(((2S,4R)-4-((6-fluoropyridazin-3-yl)oxy)-2-methylpyrrolidin-1-yl)methyl)thiazol-2-yl)acetamide FC=1N=C(SC1CN1[C@H](C[C@H](C1)OC=1N=NC(=CC1)F)C)NC(C)=O